S1C(=NC2=C1C=CC=C2)NC(=O)C=2C=CC=C1CCN(CC21)C2=CC=C(C(=N2)C(=O)OC(C)(C)C)C2=C(C=C(C=C2)OC[C@H](CC2CCN(CC2)CC(=O)OCC)C)C tert-butyl (S)-6-(8-(benzo[d]thiazol-2-ylcarbamoyl)-3,4-dihydroisoquinolin-2(1H)-yl)-3-(4-(3-(1-(2-ethoxy-2-oxoethyl)piperidin-4-yl)-2-methylpropoxy)-2-methylphenyl)picolinate